(5S)-3-(2,6-difluorophenyl)-5-methyl-9-thia-4,7-diazatricyclo[8.5.0.02,8]pentadeca-1(10),2(8),3-triene-6-imine FC1=C(C(=CC=C1)F)C=1C=2C=3CCCCCC3SC2NC([C@@H](N1)C)=N